CC(CO)([C@@H](C(C)C)O)C (3R)-2,2,4-Trimethyl-1,3-pentanediol